(2-bromo-3-fluorophenyl)hydrazine BrC1=C(C=CC=C1F)NN